CC=1C=C2OCCOC=3C=CC=C(CC(OC4=NC=NC=5SC=C(C1C(=C2)C)C54)C(=O)O)C3 24,25-dimethyl-10,18,21-trioxa-4-thia-6,8-diazapentacyclo[20.2.2.12,5.113,17.09,28]octacosa-1(24),2,5(28),6,8,13,15,17(27),22,25-decaene-11-carboxylic acid